N-(cyclopropylmethyl)-5-(4-(3-(5-ethyl-6-oxo-1,6-dihydropyrimidin-2-yl)cyclopent-2-en-1-yl)piperazin-1-yl)-6-fluoropicolinamide C1(CC1)CNC(C1=NC(=C(C=C1)N1CCN(CC1)C1C=C(CC1)C=1NC(C(=CN1)CC)=O)F)=O